1-(4-chlorobenzyl)-3-(6-(pyridin-3-ylmethyl)spiro[3.3]hept-2-yl)urea ClC1=CC=C(CNC(=O)NC2CC3(C2)CC(C3)CC=3C=NC=CC3)C=C1